FC(S(=O)(=O)N1C[C@H](CCC1)C(C(=O)N)C=1N=CC2=CC=C(C=C2C1)C1=NC(=CC=C1)N1C[C@@H](O[C@@H](C1)C)C)F ((R)-1-((difluoromethyl)sulfonyl)piperidin-3-yl)-2-(6-(6-((cis)-2,6-dimethylmorpholino)pyridin-2-yl)isoquinolin-3-yl)acetamide